5-(3-Chloro-4-phenoxyphenyl)-N-((1S,3R)-3-((E)-4-(dimethylamino)but-2-enamido)cyclopentyl)-4-oxo-4,5-dihydro-3H-1-thia-3,5,8-triazaacenaphthylene-2-carboxamide ClC=1C=C(C=CC1OC1=CC=CC=C1)N1C(NC2=C(SC=3N=CC=C1C32)C(=O)N[C@@H]3C[C@@H](CC3)NC(\C=C\CN(C)C)=O)=O